C(C)C1=NN(C=C1)C ethyl-1-methyl-1H-pyrazol